2-[(2-fluoropropyl)amino]-5-[3-(2-oxo-1,2,3,4-tetrahydroquinolin-6-yl)-1,2,4-oxadiazol-5-yl]benzonitrile FC(CNC1=C(C#N)C=C(C=C1)C1=NC(=NO1)C=1C=C2CCC(NC2=CC1)=O)C